CO[C@@H]([C@H](N)C(=O)O)C O-methyl-L-threonine